tert-Butyl 4-(3-hydroxy-4-nitrophenyl)-2,6-dimethyl-piperazine-1-carboxylate OC=1C=C(C=CC1[N+](=O)[O-])N1CC(N(C(C1)C)C(=O)OC(C)(C)C)C